C(C)(C)(C)OC(=O)NCC1=CC(=C(C=C1)NC(=O)C1=CC2=C(OCCC3=C2SC=C3)C=C1C=1C(=NC(=CC1)C(NCCC)=O)C(=O)OC)OCCCC(C)C methyl 3-(9-((4-(((tert-butoxycarbonyl)amino)methyl)-2-((4-methylpentyl)oxy)phenyl)carbamoyl)-4,5-dihydrobenzo[b]thieno[2,3-d]oxepin-8-yl)-6-(propylcarbamoyl)picolinate